(5-trifluoromethoxy-1-allyl-2-oxoindolin-3-ylidene)hydrazinodithio-carboxylic acid methyl ester CSC(=S)NN=C1C(N(C2=CC=C(C=C12)OC(F)(F)F)CC=C)=O